(((5-(3-(m-tolyloxy) azetidine-1-carbonyl)-7H-pyrrolo[2,3-d]pyrimidin-4-yl) amino) methyl) piperidine-1-carboxylate N1(CCCCC1)C(=O)OCNC=1C2=C(N=CN1)NC=C2C(=O)N2CC(C2)OC=2C=C(C=CC2)C